2-Ethoxy-1-ethoxycarbonyl-1,2-dihydroquinoline C(C)OC1N(C2=CC=CC=C2C=C1)C(=O)OCC